1-(3,5-difluorophenyl)-3-(2-chloropyridin-4-yl)urea FC=1C=C(C=C(C1)F)NC(=O)NC1=CC(=NC=C1)Cl